FC(C(=O)O)(F)F.NCCOCCNC(=O)C1=C(C=C(C=C1)NC(=O)C=1N(C(=CN1)C=1C(=NN(C1)CC#C)C(F)(F)F)C)Cl N-(4-((2-(2-aminoethoxy)ethyl)carbamoyl)-3-chlorophenyl)-1-methyl-5-(1-(prop-2-yn-1-yl)-3-(trifluoromethyl)-1H-pyrazol-4-yl)-1H-imidazole-2-carboxamide trifluoroacetate